tetrahydro-1,3,4,6-tetrakis[(2-methoxy-1-methylethoxy)methyl]-Imidazo[4,5-d]imidazole-2,5(1H,3H)-dione COCC(OCN1C(N(C2C1N(C(N2COC(COC)C)=O)COC(COC)C)COC(COC)C)=O)C